FC=1C=C(OC2=C(N=NN2)C(=O)O)C=C(C1)C#CCC(C)C 5-(3-fluoro-5-(4-methylpent-1-ynyl)phenoxy)-1H-1,2,3-triazole-4-carboxylic acid